(4-bromophenyl) (trifluoromethyl) sulfone FC(F)(F)S(=O)(=O)C1=CC=C(C=C1)Br